4-([1,1'-biphenyl]-4-ylmethyl)-2,5-dichlorothiophene C1(=CC=C(C=C1)CC=1C=C(SC1Cl)Cl)C1=CC=CC=C1